Ethyl (E)-4-((4-chloro-3-methylphenyl) (methyl-d3) amino)-4-oxobut-2-enoate ClC1=C(C=C(C=C1)N(C(/C=C/C(=O)OCC)=O)C([2H])([2H])[2H])C